ClC=1C(=CC(=C(C(=O)N(C2=CC=C(C3=NON=C32)[N+](=O)[O-])C3=C(C=C(C=C3)F)C3CC3)C1)OC)NC 5-chloro-N-(2-cyclopropyl-4-fluorophenyl)-2-methoxy-4-(methylamino)-N-(7-nitrobenzo[c][1,2,5]oxadiazol-4-yl)benzamide